(3E)-6-hydroxy-3-hexenylheptyloxymethyl ether OC(CCC(CCOCOCOCCC(CCC(C)O)C=CCCCC)C=CCCCC)C